3-(((tert-butoxycarbonyl)amino)methyl)cyclobutyl (S)-1-(4-fluorophenyl)-3,4-dihydroisoquinoline-2(1H)-carboxylate FC1=CC=C(C=C1)[C@@H]1N(CCC2=CC=CC=C12)C(=O)OC1CC(C1)CNC(=O)OC(C)(C)C